N[C@@H]1CCC2=C(C=CC=C12)C1=C(C=C(OCCC(C)(O)C)C=C1C)C 4-[4-((R)-1-amino-indan-4-yl)-3,5-dimethyl-phenoxy]-2-methyl-butan-2-ol